3-bromo-4-(4-{(R)-(4-chloro-3-fluorophenyl)[(2-pyrrolidin-1-ylethyl)oxy]methyl}piperidin-1-yl)-1H-pyrazolo[3,4-d]pyrimidine BrC1=NNC2=NC=NC(=C21)N2CCC(CC2)[C@@H](OCCN2CCCC2)C2=CC(=C(C=C2)Cl)F